FC(C=1C=C(C=C(C1)C(F)(F)F)C1CCN(CC1)C(=O)C1=NNC2=C1CNCC2)(F)F (4-(3,5-bis(trifluoromethyl)phenyl)piperidin-1-yl)(4,5,6,7-tetrahydro-1H-pyrazolo[4,3-c]pyridin-3-yl)methanone